COC1CC(C1)(C(=O)OC)C1=CC(=C(C=C1)OC)S(N)(=O)=O methyl (cis)-3-methoxy-1-(4-methoxy-3-sulfamoylphenyl)cyclobutane-1-carboxylate